3-nitryl-4-hydroxybenzonitrile [N+](=O)([O-])C=1C=C(C#N)C=CC1O